2-(4,7-bis(2-(allyloxy)-2-oxoethyl)-10-(6-(2-(methylsulfonyl)pyrimidin-5-yl)hex-5-ynyl)-1,4,7,10-tetraazacyclododecane-1-yl)acetic acid C(C=C)OC(CN1CCN(CCN(CCN(CC1)CC(OCC=C)=O)CCCCC#CC=1C=NC(=NC1)S(=O)(=O)C)CC(=O)O)=O